N1N=CC2=CC(=CC=C12)NC1=NC(=NC=C1)C1=CC=C2C(=C(NC2=C1)C(=O)NC1=CN=NC=C1)Cl 6-(4-((1H-indazol-5-yl)amino)pyrimidin-2-yl)-3-chloro-N-(pyridazin-4-yl)-1H-indole-2-carboxamide